BrCCN1C(C=2C(C1=O)=CC=CC2)=O N-(2-bromoethyl)-phthalimide